FC(C1(CC1)C=1SC(=C(N1)C=1C(=C(C=CC1)NS(=O)(=O)C1=C(C=CC=C1F)F)F)C1=NC(=NC=C1)NC1[C@H]2CS(C[C@@H]12)(=O)=O)F N-(3-(2-(1-(difluoromethyl)cyclopropyl)-5-(2-(((1R,5S,6r)-3,3-dioxido-3-thiabicyclo[3.1.0]hexan-6-yl)amino)pyrimidin-4-yl)thiazol-4-yl)-2-fluorophenyl)-2,6-difluorobenzenesulfonamide